ClC1=C(C=C(C=C1)C1=CC(=NO1)C1=C(C(=NN1C)OS(=O)(=O)C(C(C(C(F)(F)F)(F)F)(F)F)(F)F)C(F)(F)F)C(NC1(CC1)C#N)=O [5-[5-[4-chloro-3-[(1-cyanocyclopropyl)carbamoyl] phenyl]isoxazol-3-yl]-1-methyl-4-(trifluoromethyl)pyrazol-3-yl]1,1,2,2,3,3,4,4,4-nonafluorobutane-1-sulfonate